1-bis(beta-hydroxyethyl)amino-3-amino-benzene OCCN(C1=CC(=CC=C1)N)CCO